N-[Methyl(isopropyl)aminosulfonyl]-2-chloro-4-fluoro-5-(3-methylureido)benzamide CN(S(=O)(=O)NC(C1=C(C=C(C(=C1)NC(=O)NC)F)Cl)=O)C(C)C